Chloroacetamidate ClCC(=O)N